BrC1=CN=C(C2=NC=CN=C21)N[C@@H]2CN(CC2)C(=O)OC(C)(C)C tert-butyl (S)-3-((8-bromopyrido[3,4-b]pyrazin-5-yl)amino)pyrrolidine-1-carboxylate